N=C(C(=O)OCC)C ethyl iminopropionate